(S)-2-amino-3-(4-(4-(8-chloro-5,6-dihydro-11H-benzo[5,6]cyclohepta[1,2-b]pyridin-11-ylidene)piperidine-1-carbonyl)phenyl)propanoic acid dihydrochloride Cl.Cl.N[C@H](C(=O)O)CC1=CC=C(C=C1)C(=O)N1CCC(CC1)=C1C2=C(CCC=3C1=NC=CC3)C=C(C=C2)Cl